8-(2-(pyridin-4-yl)-1,7-naphthyridin-4-yl)-2,8-diazaspiro[4.5]decane-2-carboxylic acid tert-butyl ester C(C)(C)(C)OC(=O)N1CC2(CC1)CCN(CC2)C2=CC(=NC1=CN=CC=C21)C2=CC=NC=C2